Cl.Cl.N[C@]1([C@@H](CC[C@H](C1)CCB(O)O)CN1CCC(CC1)C1=CC=C(C=C1)Cl)C(=O)O |r| rac-(1R,2S,5R)-1-amino-5-(2-boronoethyl)-2-((4-(4-chlorophenyl)piperidin-1-yl)methyl)cyclohexanecarboxylic acid dihydrochloride